CC(CC)CCCC 3-Methylheptan